2-oxo-1,2-dihydroquinoline-7-carboxamide O=C1NC2=CC(=CC=C2C=C1)C(=O)N